(trimethylsilyl)methanimine C[Si](C)(C)C=N